(2R,5S)-5-{2-[(6-chloro-5-fluoropyridin-3-yl)oxy]Acetamido}-2-[5-(4-chlorophenyl)-1,3,4-oxadiazol-2-yl]Piperidine-1-carboxylic acid tert-butyl ester C(C)(C)(C)OC(=O)N1[C@H](CC[C@@H](C1)NC(COC=1C=NC(=C(C1)F)Cl)=O)C=1OC(=NN1)C1=CC=C(C=C1)Cl